N-(5-((5-chloropyridin-2-yl)methoxy)-1,3,4-thiadiazol-2-yl)-4-(3,4-dihydro-2H-benzo[b][1,4]oxazin-8-yl)-6-methylnicotinamide ClC=1C=CC(=NC1)COC1=NN=C(S1)NC(C1=CN=C(C=C1C1=CC=CC2=C1OCCN2)C)=O